O1C[C@H](CCC1)C1=C2C(=NC=C1)N(N=C2)C2=NNC=C2 (R)-4-(4,6-dihydro-2H-pyran-3-yl)-1-(1H-pyrazol-3-yl)-1H-pyrazolo[3,4-b]pyridine